((2R,3S,5R)-3-((4-Chlorobenzoyl)oxy)-5-(5-fluoro-2,6-dioxo-3,6-dihydropyrimidin-1(2H)-yl)tetrahydrofuran-2-yl)methyl 4-chlorobenzoate ClC1=CC=C(C(=O)OC[C@H]2O[C@H](C[C@@H]2OC(C2=CC=C(C=C2)Cl)=O)N2C(NC=C(C2=O)F)=O)C=C1